C(C)(=O)[O-].C(CC)[NH+]1C=C(C=C1)CCCC 1-Propyl-3-butylpyrrolium acetat